bicyclo[6.6.2]hexadecane C12CCCCCCC(CCCCCC1)CC2